N1(CCNCC1)C(=O)C1=NC=CC=C1 piperazin-1-yl-(pyridin-2-yl)methanone